1-(8-cyanochroman-4-yl)-3-(1-phenyl-1H-pyrazol-3-yl)urea C(#N)C=1C=CC=C2C(CCOC12)NC(=O)NC1=NN(C=C1)C1=CC=CC=C1